3-chloro-5-((2,4-dichlorophenylimino)-methyl)phenyl isobutyrate C(C(C)C)(=O)OC1=CC(=CC(=C1)C=NC1=C(C=C(C=C1)Cl)Cl)Cl